[Si].C1(=CC=CC=C1)OP(O)(=O)C(N)(C)C1CC1 cyclopropyl-methyl-aminomethyl-phosphonic acid monophenyl ester silicon